C(C)C=1C(=CC=C2C=C(C=C(C12)C1=C(C=2N=C(N=C(C2C=N1)N1CC(CCC1)NS(N)(=O)=O)OC[C@]12CCCN2C[C@@H](C1)F)F)O)F 7-(8-ethyl-7-fluoro-3-hydroxy-1-naphthyl)-8-fluoro-2-(((2r,7as)-2-fluorohexahydro-1H-pyrrolizin-7a-yl)methoxy)-4-[3-(sulfamoylamino)-1-piperidinyl]pyrido[4,3-d]pyrimidine